N-(4-(6-ethoxypyrid-3-yl)-3-fluoro-5-(2H-tetrazol-5-yl)phenyl)-4-methylpiperidine-1-carboxamide C(C)OC1=CC=C(C=N1)C1=C(C=C(C=C1C=1N=NNN1)NC(=O)N1CCC(CC1)C)F